C[C@@H]1N(C[C@H](N(C1)C(C)C1=CC=CC2=C1N=C(O2)C)C)C2=CC(N(C=1C=CC(=NC21)C#N)C)=O 8-((2s,5r)-2,5-dimethyl-4-(1-(2-methylbenzo[d]oxazol-4-yl)ethyl)piperazin-1-yl)-5-methyl-6-oxo-5,6-dihydro-1,5-naphthyridine-2-carbonitrile